(R)-N,N-dimethyl-2-(4-(4-(5-(3-((2,5,7-trimethyl-[1,2,4]triazolo[1,5-a]pyrimidin-6-yl)methyl)pyrrolidin-1-yl)pyrazin-2-yl)benzyl)piperazin-1-yl)acetamide CN(C(CN1CCN(CC1)CC1=CC=C(C=C1)C1=NC=C(N=C1)N1C[C@@H](CC1)CC=1C(=NC=2N(C1C)N=C(N2)C)C)=O)C